NC([C@H](C[C@H]1C(NCC1)=O)NC(=O)[C@@H]1[C@H]2C([C@H]2CN1C([C@H](C(C)(C)C)NC(CC#N)=O)=O)(C)C)=O (1R,2S,5S)-N-((S)-1-amino-1-oxo-3-((S)-2-oxopyrrolidin-3-yl)propan-2-yl)-3-((S)-2-(2-cyanoacetamido)-3,3-dimethylbutyryl)-6,6-dimethyl-3-azabicyclo[3.1.0]hexane-2-carboxamide